[N].N1C(CCCC1)=O piperidone nitrogen